N-(5-chloro-2-methyl-6-(2H-1,2,3-triazol-2-yl)pyridin-3-yl)-1-(7-chlorothieno[2,3-c]pyridin-4-yl)-5-(trifluoromethyl)-1H-pyrazole-4-carboxamide ClC=1C=C(C(=NC1N1N=CC=N1)C)NC(=O)C=1C=NN(C1C(F)(F)F)C1=C2C(=C(N=C1)Cl)SC=C2